FC(C(=O)O)(F)F.FC1(CNCC[C@@H]1CNC1=NN2C(C=CC=C2)=N1)F R-N-((3,3-difluoropiperidin-4-yl)methyl)-[1,2,4]-triazolo[1,5-a]pyridin-2-amine trifluoroacetic acid salt